1-(3,5-difluorobenzyl)-2-methyl-6-(3-(pyridin-2-yl)-5H-pyrrolo[2,3-b]pyrazin-5-yl)-1H-imidazo[4,5-b]pyridine FC=1C=C(CN2C(=NC3=NC=C(C=C32)N3C=CC=2C3=NC(=CN2)C2=NC=CC=C2)C)C=C(C1)F